N1=C(C=CC=C1)C1(CC1)NC(=O)[C@H]1CN(CC[C@@H]1NC(=O)C=1N=NN(C1)C1=C(C=C(C=C1)F)F)CC1CC1 (3S,4S)-1-cyclopropylmethyl-4-{[1-(2,4-difluoro-phenyl)-1H-[1,2,3]triazole-4-carbonyl]-amino}-piperidine-3-carboxylic acid (1-pyridin-2-yl-cyclopropyl)-amide